2-(2-(4-(vinylsulfonyl)phenoxy)ethoxy)ethyl 4-nitrobenzenesulfonate [N+](=O)([O-])C1=CC=C(C=C1)S(=O)(=O)OCCOCCOC1=CC=C(C=C1)S(=O)(=O)C=C